ClC1=C(C=O)C(=CC(=C1)Cl)F 2,4-dichloro-6-fluoro-benzaldehyde